2-(4-bromothiophen-2-yl)-N-[4-(2-methyl-1H-indol-3-yl)thiazol-2-yl]Acetamide BrC=1C=C(SC1)CC(=O)NC=1SC=C(N1)C1=C(NC2=CC=CC=C12)C